(4-bromoisoquinolin-1-yl)methanamine BrC1=CN=C(C2=CC=CC=C12)CN